FC1(CC(C1)CN1N=CC=C1C(=O)N)F 2-[(3,3-difluorocyclobutyl)methyl]pyrazole-3-carboxamide